ClC1=CC=C(C(=N1)C(=O)NS(=O)(=O)C)N[C@H](C)C=1C=C(C=C2C(N(C(=NC12)N1CCC(CC1)C1=C(C=NN1CCOC)F)C)=O)C (R)-6-chloro-3-((1-(2-(4-(4-fluoro-1-(2-methoxyethyl)-1H-pyrazol-5-yl)piperidin-1-yl)-3,6-dimethyl-4-oxo-3,4-dihydroquinazolin-8-yl)ethyl)amino)-N-(methylsulfonyl)picolinamide